((2R,3S,4R,5S)-3,4-dihydroxy-5-(1-(methylsulfanyl)-2,4-dioxo-1,2,3,4-tetrahydropyrimidin-5-yl)tetrahydrofurane-2-yl)methyl-sodium trishydrophosphate P(=O)([O-])([O-])O.P(=O)([O-])([O-])O.P(=O)([O-])([O-])O.O[C@@H]1[C@@H](O[C@H]([C@@H]1O)C=1C(NC(N(C1)SC)=O)=O)C[Na]